The molecule is an amino trisaccharide comprised of a linear sequence of beta-D-galactose, N-acetyl-beta-D-glucosamine and N-acetyl-alpha-D-galactosamine linked (1->4) and (1->6); beta-D-Galp-(1->4)-beta-D-GlcpNAc-(1->6)-D-GalpNAc with alpha anomeric configuration at the reducing-end. It has a role as an epitope. It is an amino trisaccharide, a glucosamine oligosaccharide, a galactosamine oligosaccharide and a beta-D-Galp-(1->4)-beta-D-GlcpNAc-(1->6)-D-GalpNAc. CC(=O)N[C@@H]1[C@H]([C@H]([C@H](O[C@@H]1O)CO[C@H]2[C@@H]([C@H]([C@@H]([C@H](O2)CO)O[C@H]3[C@@H]([C@H]([C@H]([C@H](O3)CO)O)O)O)O)NC(=O)C)O)O